6-(3-(4-methoxyphenyl)-1,2,4-oxadiazol-5-yl)-N-(3-(pyrrolidin-1-yl)propyl)pyridazin-3-amine COC1=CC=C(C=C1)C1=NOC(=N1)C1=CC=C(N=N1)NCCCN1CCCC1